CC1([C@H]2CNC[C@@H]12)C (1R,2S,5S)-6,6-Dimethyl-3-azabicyclo[3.1.0]hexane